4-(bromomethyl)-3-chlorobenzenesulfonamide BrCC1=C(C=C(C=C1)S(=O)(=O)N)Cl